2-(2-propyl)-5-methylcyclohexane-1-ol CC(C)C1C(CC(CC1)C)O